C(C1=CC=CC=C1)C1=CC(=NO1)C(=O)N[C@H]1[C@@H](CC2=C(N(C1=O)C)C=CC=C2)F 5-benzyl-N-((3R,4R)-4-fluoro-1-methyl-2-oxo-2,3,4,5-tetrahydro-1H-benzo[b]azepin-3-yl)isoxazole-3-carboxamide